2,4-hexadiene-1-carboxylic acid C(C=CC=CC)C(=O)O